sodium methansulfonate CS(=O)(=O)[O-].[Na+]